tert-butyl (3R)-4-(3-(2,6-dioxopiperidin-3-yl)-1-methyl-1H-indazol-7-yl)-3-(trifluoromethyl)piperazine-1-carboxylate O=C1NC(CCC1C1=NN(C2=C(C=CC=C12)N1[C@H](CN(CC1)C(=O)OC(C)(C)C)C(F)(F)F)C)=O